tert-butyl 4-(2-((1-(2,6-dioxopiperidin-3-yl)-3-methyl-2-oxo-2,3-dihydro-1H-benzo[d]imidazol-4-yl)oxy)ethyl)piperidine-1-carboxylate O=C1NC(CCC1N1C(N(C2=C1C=CC=C2OCCC2CCN(CC2)C(=O)OC(C)(C)C)C)=O)=O